N-cyclopropyl-2-(4-cyclopropyl-6-methoxypyrimidin-5-yl)-N-(4-(1-ethyl-4-(trifluoromethyl)-1H-imidazol-2-yl)benzyl)-7H-purin-6-amine C1(CC1)N(C1=C2NC=NC2=NC(=N1)C=1C(=NC=NC1OC)C1CC1)CC1=CC=C(C=C1)C=1N(C=C(N1)C(F)(F)F)CC